CC1(OB(OC1(C)C)C=1C=NC(=NC1)N[C@H](C(C)C)C(=O)OC)C methyl (5-(4,4,5,5-tetramethyl-1,3,2-dioxaborolan-2-yl)pyrimidin-2-yl)-D-valinate